C(C)(=O)OC/C(=C(\COC(CC)=O)/Br)/Br (2Z)-2,3-dibromo-4-[(propionyl)oxy]but-2-en-1-yl acetate